3-bromo-5-(2-(1-methyl-1H-pyrazol-4-yl) morpholino)-2-nitrobenzoate BrC=1C(=C(C(=O)[O-])C=C(C1)N1CC(OCC1)C=1C=NN(C1)C)[N+](=O)[O-]